3,6-Bis(azetidin-1-yl)-10-nonylacridine-10-ium iodide [I-].N1(CCC1)C=1C=CC2=CC3=CC=C(C=C3[N+](=C2C1)CCCCCCCCC)N1CCC1